(5-isopropoxy-6-methyl-2-pyridinyl)methanone C(C)(C)OC=1C=CC(=NC1C)C=O